FC=1[CH-]C=CC1C(=O)C1=CC=CC=C1F.[CH-]1C=CC=C1.[Fe+2] 2,6-difluoro-3-benzenoyl-ferrocene